[Sn]=S.[Cu] copper-tin sulfide